FNC1=CC=C(C2=CC=C(NF)C=C2)C=C1 difluoro-benzidine